ONC(\C=C\C1=C(C=CC(=C1)C=C(C(C1=CC(=C(C(=C1)OC)OC)OC)=O)C)OC(F)(F)F)=O (trans)-N-hydroxy-3-(5-((trans)-2-methyl-3-oxo-3-(3,4,5-trimethoxyphenyl)prop-1-en-1-yl)-2-(trifluoromethoxy)phenyl)acrylamide